FC(CN1N=CC=2C1=NC(=CN2)N2CCC1(CCN(C1)C=1C(=NC(=NC1)OC)C(F)(F)F)CC2)F 8-(1-(2,2-difluoroethyl)-1H-pyrazolo[3,4-b]pyrazin-6-yl)-2-(2-methoxy-4-(trifluoromethyl)pyrimidin-5-yl)-2,8-diazaspiro[4.5]decane